6-(4-fluorophenyl)-5-(4-methylquinazolin-6-yl)-3-(1H-pyrazol-4-yl)pyridin-2-amine FC1=CC=C(C=C1)C1=C(C=C(C(=N1)N)C=1C=NNC1)C=1C=C2C(=NC=NC2=CC1)C